N-(3-bromo-2-chlorophenyl)-5-(hydroxymethyl)picolinamide BrC=1C(=C(C=CC1)NC(C1=NC=C(C=C1)CO)=O)Cl